2-(4,6-bis(2,4-di-methylphenyl)-1,3,5-triazin-2-yl)-5-(3-((2-ethylhexyl)oxy)-2-hydroxypropoxy)-phenol CC1=C(C=CC(=C1)C)C1=NC(=NC(=N1)C1=C(C=C(C=C1)C)C)C1=C(C=C(C=C1)OCC(COCC(CCCC)CC)O)O